O1C=NC2=C1C(=CC=C2)C=2C=CC(=C1CC([C@H](C21)O)(F)F)[C@H]2CC[C@@H](C=1C=C(C=C(C21)C#N)F)F (5S,8R)-8-[(1S)-7-(1,3-benzoxazol-7-yl)-2,2-difluoro-1-hydroxy-1,3-dihydroinden-4-yl]-3,5-difluoro-5,6,7,8-tetrahydronaphthalene-1-carbonitrile